CC(C)(C)S(=O)NC(C=C(C)C)CC1=NC=CC=C1 2-methyl-N-[3-methyl-1-(2-pyridylmethyl)but-2-enyl]propane-2-sulfinamide